COP(OC)(=O)C methanephosphonic acid dimethyl ester